methylacrylic acid ethyl-acetoacetate C(C)OC(CC(=O)C)=O.CC(C(=O)O)=C